C(COP(=O)(O)OCCC(C(C(C(C(C(C(C(F)(F)F)(F)F)(F)F)(F)F)(F)F)(F)F)(F)F)(F)F)C(C(C(C(C(C(C(C(F)(F)F)(F)F)(F)F)(F)F)(F)F)(F)F)(F)F)(F)F Bisperfluorodecyl phosphate